5-amino-2,4,6-triiodo-1,3-benzenedicarboxylic acid chloride NC=1C(=C(C(=C(C1I)C(=O)Cl)I)C(=O)Cl)I